5-((4-chloro-2-formyl-5-((3''-(((2-hydroxyethyl)amino)methyl)-2,2'-dimethyl-4''-(2-(pyridin-3-yl)ethoxy)-[1,1':3',1''-terphenyl]-3-yl)methoxy)phenoxy)methyl)nicotinonitrile ClC1=CC(=C(OCC=2C=NC=C(C#N)C2)C=C1OCC=1C(=C(C=CC1)C1=C(C(=CC=C1)C1=CC(=C(C=C1)OCCC=1C=NC=CC1)CNCCO)C)C)C=O